FC=1C=C(C=CC1F)N1CCN(CC1)C(=O)OCCCC butyl 4-(3,4-difluorophenyl)piperazine-1-carboxylate